(R)-1-{1-({1-[3-amino-5-(trifluoromethyl)phenyl]ethyl}amino)-3-methyl-8,9-dihydro-7H-pyrrolo[3,2-f]quinazolin-7-yl}ethan-1-one NC=1C=C(C=C(C1)C(F)(F)F)[C@@H](C)NC1=NC(=NC=2C=CC3=C(C12)CCN3C(C)=O)C